isopropyl ((3R,6S)-6-(5-(4-(3-benzoylureido)-2-(N-(tert-butyl)sulfamoyl)phenyl)thiazol-2-yl)piperidin-3-yl)carbamate C(C1=CC=CC=C1)(=O)NC(NC1=CC(=C(C=C1)C1=CN=C(S1)[C@@H]1CC[C@H](CN1)NC(OC(C)C)=O)S(NC(C)(C)C)(=O)=O)=O